C(=O)NC formylmethylamine